F[C@@H]1C[C@H](N(C1)C(=O)C1(CC1)C(F)(F)F)C(=O)N[C@H](C#C)CC(=O)N (2S,4R)-4-fluoro-N-[(1S)-1-(2-amino-2-oxo-ethyl)prop-2-ynyl]-1-[1-(trifluoromethyl)cyclopropanecarbonyl]pyrrolidine-2-carboxamide